FC1=CC=C(C=C1)C(C)(C#C)C=1N=C(SC1)NC(C1=CC(C(=O)N)=C(C=C1)N1CCNCC1)=O N1-(4-(2-(4-fluorophenyl)but-3-yn-2-yl)thiazol-2-yl)-4-(piperazin-1-yl)isophthalamide